Br.Br.CN1CCN(CC1)C1=CC2=C(C=N1)CNC2 6-(4-methylpiperazin-1-yl)-2,3-dihydro-1H-pyrrolo[3,4-c]pyridine dihydrobromide